BrC1=C(OC2CC(C2)CC2CCN(CC2)C(=O)OC(C)(C)C)C=CC(=C1)C(=O)OC tert-butyl 4-[[3-(2-bromo-4-methoxycarbonyl-phenoxy)cyclobutyl]methyl]piperidine-1-carboxylate